(S)-4-(2-(5-fluoropyridinecarboxamido)-3-phenylpropionamido)-3-methylbenzene-1-sulfonyl chloride FC=1C=CC(=NC1)C(=O)N[C@H](C(=O)NC1=C(C=C(C=C1)S(=O)(=O)Cl)C)CC1=CC=CC=C1